N-(2-((1S,3R)-3-((5-Cyano-4-methoxypyrimidin-2-yl)amino)cyclohexyl)-1-(2-hydroxyethyl)-1H-benzo[d]imidazol-5-yl)acrylamide C(#N)C=1C(=NC(=NC1)N[C@H]1C[C@H](CCC1)C1=NC2=C(N1CCO)C=CC(=C2)NC(C=C)=O)OC